[2-(methoxymethoxy)phenyl]boronic acid COCOC1=C(C=CC=C1)B(O)O